Silaxanthone [SiH]1=CC=CC=2OC3=CC=CC=C3C(C12)=O